ClC1=CC=CC2=C1N(C(N2CCCCC2=CC=CC=C2)=O)C2CCN(CC2)C(=O)OC(C)(C)C tert-Butyl 4-(7-chloro-2-oxo-3-(4-phenylbutyl)-2,3-dihydro-1H-benzo[d]imidazol-1-yl)piperidine-1-carboxylate